2-(6-(((1S,3S)-3-((5-methyl-1,3,4-oxadiazol-2-yl)amino)cyclopentyl)amino)pyridin-3-yl)pyridazin-3(2H)-one CC1=NN=C(O1)N[C@@H]1C[C@H](CC1)NC1=CC=C(C=N1)N1N=CC=CC1=O